FC(C=1OC(=NN1)C1=CC(=CC(=C1)C=1N(C=CN1)CC=1C=NN(C1)C)F)F 2-(difluoromethyl)-5-(3-fluoro-5-{1-[(1-methyl-1H-pyrazol-4-yl)methyl]-1H-imidazol-2-yl}phenyl)-1,3,4-oxadiazole